4-(4-(1-cyclopropoxy-1-phenyl-2-((tetrahydro-2H-pyran-2-yl)oxy)ethyl)-2-(4-ethynyl-4-hydroxypiperidine-1-yl)quinazolin-6-yl)-6-methyl-1,6-dihydro-7H-pyrrolo[2,3-c]pyridin-7-one C1(CC1)OC(COC1OCCCC1)(C1=CC=CC=C1)C1=NC(=NC2=CC=C(C=C12)C=1C2=C(C(N(C1)C)=O)NC=C2)N2CCC(CC2)(O)C#C